4-methyl-N-(3-(naphthalene-2-yl)-4,5-dihydroisoxazol-5-yl)benzenesulfonamide CC1=CC=C(C=C1)S(=O)(=O)NC1CC(=NO1)C1=CC2=CC=CC=C2C=C1